C(C)(=O)OC[C@H]1O[C@@]([C@@H]2OC(CCCC(O[C@@H]21)=O)=O)(C#N)C2=CC=C1C(=NC=NN12)N ((7aR,8R,10R,10aR)-10-(4-aminopyrrolo[2,1-f][1,2,4]triazin-7-yl)-10-cyano-2,6-dioxooctahydro-2H-furo[3,4-b][1,4]dioxonin-8-yl)methyl acetate